BrC=1C(=C(C#N)C=CC1)OCC=1C=NC=CC1 3-bromo-2-(pyridin-3-ylmethoxy)benzonitrile